4-(6-(5,6-dimethoxy-1H-benzo[d]imidazol-1-yl)-3-(1-hydroxyethyl)pyridin-2-yl)benzonitrile COC1=CC2=C(N(C=N2)C2=CC=C(C(=N2)C2=CC=C(C#N)C=C2)C(C)O)C=C1OC